C(#N)C=1C(=CC(=C(C1)NC(C)=O)NCC1OCC1)F N-(5-cyano-4-fluoro-2-((oxetan-2-ylmethyl)amino)phenyl)acetamide